1-methyl-hexahydropyrimidine-2,4-dione CN1C(NC(CC1)=O)=O